COC(C1=NC(=C(C=C1O)C1=CC(=CC=C1)Cl)C#N)=O 5-(3-Chlorophenyl)-6-cyano-3-hydroxypicolinic acid methyl ester